C(C=C)(=O)N1CCC(=CC1)C1=CC=C(C=C1)[C@H](C)NC=1N=CC2=C(N1)N(C(C=C2)=O)[C@@H](C)C(C)C 2-({(1S)-1-[4-(1-propenoyl-1,2,3,6-tetrahydropyridin-4-yl)phenyl]ethyl}amino)-8-[(2S)-3-methylbutan-2-yl]pyrido[2,3-d]pyrimidin-7(8H)-one